3-(2-chloro-4-pyridyl)-3-methyl-6-(trifluoromethyl)indolin-2-one tert-Butyl-7-(1-ethoxyvinyl)-5-(thiazol-5-yl)-1H-pyrazolo[3,4-c]pyridine-1-carboxylate C(C)(C)(C)OC(=O)N1N=CC=2C1=C(N=C(C2)C2=CN=CS2)C(=C)OCC.ClC2=NC=CC(=C2)C2(C(NC1=CC(=CC=C21)C(F)(F)F)=O)C